C1(CC1)C1=C(C=C2C(=NC(=NC2=C1)C)O)C1(CCOCC1)OC 7-Cyclopropyl-6-(4-methoxytetrahydro-2H-pyran-4-yl)-2-methylquinazolin-4-ol